O=S1(N(CC(N1)=O)C=1C(=C(C=CC1O)C=1C(=NN(C1)C1(CC1)C#N)F)F)=O 1-(4-(3-(1,1-dioxido-4-oxo-1,2,5-thiadiazolidin-2-yl)-2-fluoro-4-hydroxyphenyl)-3-fluoro-1H-pyrazol-1-yl)cyclopropane-1-carbonitrile